ClC=1C(=CC(=NC1)OC)C1=CC(=NN1)C(=O)N1CCC(CC1)C(=O)NCC1=CC(=CC=C1)Cl 1-[5-(5-chloro-2-methoxypyridin-4-yl)-1H-pyrazole-3-carbonyl]-N-[(3-chlorophenyl)methyl]piperidine-4-carboxamide